2-(Diphenyl-phosphoryl)-1-(pyridin-3-yl)ethan-1-one C1(=CC=CC=C1)P(=O)(C1=CC=CC=C1)CC(=O)C=1C=NC=CC1